5-[5-[(1R)-1-(3,5-dichloro-4-pyridyl)ethoxy]-6-methoxy-1-tetrahydropyran-2-yl-indazol-3-yl]-2-fluoro-pyridine-3-carbonitrile ClC=1C=NC=C(C1[C@@H](C)OC=1C=C2C(=NN(C2=CC1OC)C1OCCCC1)C=1C=C(C(=NC1)F)C#N)Cl